C(CCCCCCC)(=O)ONC(OCC(Cl)(Cl)Cl)=O 2,2,2-Trichloroethyl (octanoyloxy)carbamate